C(C)S(=O)(=O)N1CCC(=CC1)C1=C2C(=NC(=C1)NC(=O)C1CC1)NC=C2 N-(4-(1-(ethylsulfonyl)-1,2,3,6-tetrahydropyridin-4-yl)-1H-pyrrolo[2,3-b]pyridin-6-yl)cyclopropylcarboxamide